FC=1C=C2C(=CNC(C2=C(C1)F)=O)C(C)NCCS(=O)(=O)N 2-(1-(6,8-difluoro-1-oxo-1,2-dihydroisoquinolin-4-yl)ethylamino)ethyl-sulfonamide